C(C1=CC=CC=C1)OC(=O)N1CCC(CC1)CN1CCOC2(CN(C2)C(=O)OC(C)(C)C)C1 tert-butyl 8-[(1-benzyloxycarbonyl-4-piperidyl)methyl]-5-oxa-2,8-diazaspiro[3.5]nonane-2-carboxylate